2-((4R,5R)-5-benzyl-2,2-diethyl-1,3-dioxolan-4-yl)ethyl sulfamate S(N)(OCC[C@H]1OC(O[C@@H]1CC1=CC=CC=C1)(CC)CC)(=O)=O